methyl 5-[3-[4-(3-aminoprop-1-ynyl)-2-fluoro-phenoxy]propyl]-2-(3-chloro-4-methyl-6,7-dihydro-5H-pyrido[2,3-c]pyridazin-8-yl)thiazole-1-carboxylate NCC#CC1=CC(=C(OCCCC2=CN=C(S2C(=O)OC)N2CCCC3=C2N=NC(=C3C)Cl)C=C1)F